OC(CN1CC2=C(N=C(N=C2)NC=2C=NC=C(C#N)C2)CC1)C=1C(=C2COC(C2=CC1)=O)C 5-((6-(2-Hydroxy-2-(4-methyl-1-oxo-1,3-dihydroisobenzofuran-5-yl)ethyl)-5,6,7,8-tetrahydropyrido[4,3-d]pyrimidin-2-yl)amino)nicotinonitril